C(#N)C1=CC=2N(N=C1)C(=CC2)C2=CC(=C(C=N2)C2=NN=C(S2)C21CCC(CC2)(CC1)NC(C(C)(C)O)=O)NC1CCOCC1 N-(4-(5-(6-(3-cyanopyrrolo[1,2-b]pyridazin-7-yl)-4-((tetrahydro-2H-pyran-4-yl)amino)pyridin-3-yl)-1,3,4-thiadiazol-2-yl)bicyclo[2.2.2]octan-1-yl)-2-hydroxy-2-methylpropanamide